2-(methylvinylcarbonyloxy)ethyl phosphate P(=O)(OCCOC(=O)C=CC)([O-])[O-]